[N].O1C(NC(C1)=O)=O oxazolidindione nitrogen